FC1=C(C(=C(C(=C1C1=C(C(=C(C(=C1F)F)F)N)N)F)F)F)F octafluoro-biphenyl-diamine